Chloromethyl (3-(hydroxymethyl)pyridin-2-yl)(methyl)carbamate OCC=1C(=NC=CC1)N(C(OCCl)=O)C